bis(2-methoxyethyl) sulfoxide COCCS(=O)CCOC